FC(F)C=1N=C2N(N=CC=C2C(C)OC)C1 (difluoromethyl)-8-(1-methoxyethyl)imidazo[1,2-b]pyridazin